N-cyclopropyl-2-fluoro-5-(4-(2-fluoro-5-(((3R,4S)-3-fluoro-1-(oxetan-3-yl)piperidin-4-yl)amino)pyridin-3-yl)-1H-pyrazol-1-yl)-4-methylbenzamide C1(CC1)NC(C1=C(C=C(C(=C1)N1N=CC(=C1)C=1C(=NC=C(C1)N[C@@H]1[C@@H](CN(CC1)C1COC1)F)F)C)F)=O